4-imidazo[1,2-b]pyridazin-7-yloxy-3-methyl-aniline N=1C=CN2N=CC(=CC21)OC2=C(C=C(N)C=C2)C